Cl.Cl.FC1=CC(=CC2=C1N=C(S2)C2CCNCC2)C2=CC1=CN(N=C1C(=C2)CN)C 1-{5-[4-Fluoro-2-(piperidin-4-yl)-1,3-benzothiazol-6-yl]-2-methyl-2H-indazol-7-yl}methanamin-Dihydrochlorid